COC1=C(C=CC=C1)C=1CC(C=CC1)(\C=C\C(=O)C1=CC=CC=C1)C1=CC=C(C=C1)OC1=NC2=CC=CC=C2N=C1 3-(2-methoxyphenyl)-1-(4-(quinoxalin-2-yloxy)phenyl)chalcone